2-hydroxy-2,2-bis(trifluoromethyl)acetic acid anion OC(C(=O)[O-])(C(F)(F)F)C(F)(F)F